D-Talonic acid O=C([C@@H](O)[C@@H](O)[C@@H](O)[C@H](O)CO)O